tert-butyl (R)-(1-(6-iodo-1H-indol-3-yl)propan-2-yl)carbamate IC1=CC=C2C(=CNC2=C1)C[C@@H](C)NC(OC(C)(C)C)=O